NC1=NC=NN2C1=C(C=C2C=2C=NC(=C(C(=O)N[C@@H]1CN(C[C@@H]1F)C(=O)C1(CCCC1)N)C2)OC)C(F)(F)F 5-(4-amino-5-(trifluoromethyl)pyrrolo[2,1-f][1,2,4]triazin-7-yl)-N-((3R,4S)-1-(1-aminocyclopentane-1-carbonyl)-4-fluoropyrrolidin-3-yl)-2-methoxynicotinamide